C(C)S(=O)(=O)C1=CC=C(C=C1)CC(=O)NC1=CC=C(C=C1)C1=NC2=C(N1CC1=C(C=CC=C1)F)C=C(C=C2)C 2-(4-(ethylsulfonyl)phenyl)-N-(4-(1-(2-fluorobenzyl)-6-methyl-1H-benzo[d]imidazol-2-yl)phenyl)acetamide